FC=1C(=C2CN(C(C2=C(C1)F)=O)C1C(NC(CC1)=O)=O)C1CCNCC1 3-(5,7-difluoro-1-oxo-4-(piperidin-4-yl)isoindolin-2-yl)piperidine-2,6-dione